P(=O)([O-])([O-])O.[NH4+].[NH4+] Di-Ammonium Phosphat